tribenzopyrenedione C1(C(C=CC2=C1C=C1C3=C(C4=CC=CC5=C6C(=C2C1=C54)C=CC=C6)C=CC=C3)=O)=O